8-(4-(difluoromethoxy)phenyl)-7-methoxy-2-propyl-1,6-naphthyridine FC(OC1=CC=C(C=C1)C=1C(=NC=C2C=CC(=NC12)CCC)OC)F